propionic acid (S,Z)-2-ethylbutyl ester C(C)C(COC(CC)=O)CC